4-hydroxy-5-(2-hydroxyacetamido)-2-((6-methoxyhexyl)oxy)tetrahydro-2H-pyran-2-carboxylic acid OC1CC(OCC1NC(CO)=O)(C(=O)O)OCCCCCCOC